NC1=C(C(N(C2=CC(=CC=C12)Br)C=1C=CC=2N(C1)C=CN2)=O)C(=O)OC methyl 4-amino-7-bromo-1-(imidazo[3,2-a]pyridin-6-yl)-2-oxo-1,2-dihydroquinoline-3-carboxylate